O[C@H](CC(=O)N1CCC(CC1)C=1C=C2C(=C(NC2=CC1)C=1C=C(C(N(C1)C)=O)C)C(C)C)C (S)-5-(5-(1-(3-hydroxybutyryl)piperidin-4-yl)-3-isopropyl-1H-indol-2-yl)-1,3-dimethylpyridin-2(1H)-one